OC1=C(C=CC=C1)/C=C/C(=O)C1=CC=CC=C1 (E)-3-(2-hydroxyphenyl)-1-phenylpropa-2-en-1-one